[6-[(3-methoxyazetidin-1-yl)methyl]pyridazin-3-yl]amine COC1CN(C1)CC1=CC=C(N=N1)N